4-[(E)-[(1,1-dioxo-1,2-benzothiazol-3-yl)-(3-methoxypropyl)hydrazono]-methyl]2-methoxy-phenol O=S1(N=C(C2=C1C=CC=C2)N(\N=C\C2=CC(=C(C=C2)O)OC)CCCOC)=O